4''-Azatrityl-Formaldehyde C(C1=CC=CC=C1)(C1=CC=CC=C1)(C1=CC=NC=C1)C=O